C1=CCC(CC1)C(=O)O 1-cyclohexene-4-carboxylic Acid